FC1=CC(=CC2=C1N(C(=N2)NC2=CNC1=CC=C(C=C21)C)C)C(F)(F)F 7-fluoro-1-methyl-N-(5-methyl-1H-indol-3-yl)-5-(trifluoromethyl)-1H-benzo[d]imidazol-2-amine